amino-N-(3-chloro-4-fluorophenyl)-7-fluoro-2,3-dihydro-1H-indene-4-carboxamide hydrochloride Cl.NC1CCC=2C(=CC=C(C12)F)C(=O)NC1=CC(=C(C=C1)F)Cl